C(C)(=O)OC1C=C(C(C(C1)(C)C)C(C=CC)=O)C 4-(but-2-enoyl)-3,5,5-trimethylcyclohex-2-en-1-yl acetate